3-Amino-5-((4-(trifluoromethyl)phenyl)thio)picolinic acid NC=1C(=NC=C(C1)SC1=CC=C(C=C1)C(F)(F)F)C(=O)O